CN(\C=C(/C(=O)OCC)\C1=CC=CC=C1)C ethyl (Z)-3-(dimethylamino)-2-phenylacrylate